CN1CC2=CC(=C(C=C2CC1)C)[N+](=O)[O-] 2,6-dimethyl-7-nitro-3,4-dihydroisoquinolin